5-bromo-4-methylpyridin-2-yl acetate C(C)(=O)OC1=NC=C(C(=C1)C)Br